N-(2-chloro-3-((3,5-dimethyl-4-oxo-3,4-dihydroquinazolin-6-yl)amino)-4-fluorophenyl)-3,3-difluoropyrrolidine-1-sulfonamide ClC1=C(C=CC(=C1NC=1C(=C2C(N(C=NC2=CC1)C)=O)C)F)NS(=O)(=O)N1CC(CC1)(F)F